hexyl laurate (Hexyl laurate) C(CCCCC)C(C(=O)O)CCCCCCCCCC.C(CCCCCCCCCCC)(=O)OCCCCCC